FC(C1=NC(=NO1)C1=CC=C(C(=S)N)C=C1)(F)F 4-[5-(trifluoromethyl)-1,2,4-oxadiazol-3-yl]thiobenzamide